5-chloro-1'-[2-({2-oxo-1-[(cis)-3-hydroxy-3-methylcyclobutyl]-1H,2H-pyrido[2,3-d]pyrimidin-6-yl}oxy)ethyl]-1,2-dihydrospiro[indole-3,4'-piperidin]-2-one ClC=1C=C2C(=CC1)NC(C21CCN(CC1)CCOC1=CC2=C(N(C(N=C2)=O)C2CC(C2)(C)O)N=C1)=O